C(=O)(O)OC(=O)O.C(CCC)C(C#CC(O)CCCC)O dibutyl-2-butyne-1,4-diol dicarbonate